6-cyclobutoxy-4-(3-(4-(cyclopropanecarbonyl)-1,4-diazepane-1-carbonyl)-4-fluorobenzyl)phthalazin-1(2H)-one C1(CCC1)OC=1C=C2C(=NNC(C2=CC1)=O)CC1=CC(=C(C=C1)F)C(=O)N1CCN(CCC1)C(=O)C1CC1